OC1CCC(CC1)CC1=CC(=CC=C1)O 4-hydroxy-cyclohexyl-3-hydroxyphenyl-methane